2-((8-Methoxy-6-oxo-6H-benzo[c]benzopyran-3-yl)oxy)-N-(pyridin-3-ylmethyl)acetamide COC=1C=CC2=C(C(OC3=C2C=CC(=C3)OCC(=O)NCC=3C=NC=CC3)=O)C1